7-Chloro-5H-isochromeno[3,4-d]thiazole ClC=1C=CC2=C(C1)COC=1N=CSC12